2-(4-(benzyloxy)phenoxy)-N-((2-fluorophenyl)carbamoyl)acetamide C(C1=CC=CC=C1)OC1=CC=C(OCC(=O)NC(NC2=C(C=CC=C2)F)=O)C=C1